Cl.Cl.CC1CN(CCN1)C1=CC=C(N=N1)C1=NC=C(C=C1O)NCC=1C(=NNC1)C 2-[6-(3-methylpiperazin-1-yl)pyridazin-3-yl]-5-{[(3-methyl-1H-pyrazol-4-yl)methyl]amino}pyridin-3-ol dihydrochloride